methyl-3-nitro-6,7-dihydro-4H-pyrazolo[5,1-c][1,4]oxazine CC1=NN2C(COCC2)=C1[N+](=O)[O-]